tert-butyl (3-oxopropyl)carbamate O=CCCNC(OC(C)(C)C)=O